N-{7-[1-(1-Ethoxyethyl)pyrazol-4-yl]-8-isopropoxy-[1,2,4]triazolo[1,5-c]pyrimidin-2-yl}piperidin-4-amine C(C)OC(C)N1N=CC(=C1)C1=C(C=2N(C=N1)N=C(N2)NC2CCNCC2)OC(C)C